Cl.[2H]C1(C(NC[C@H]1C([2H])([2H])[2H])(C)C)[2H] (4S)-3,3-dideuterio-2,2-dimethyl-4-(trideuteromethyl)pyrrolidine hydrochloride